CC1(C2CCC1(C(=O)C2)CS(=O)(=O)O)C (1S)-(+)-camphor-10-sulfonic acid